C(C)(=O)C1=NN(C2=CC=C(C=C12)C=1C=NC(=NC1)C)CC(=O)N1[C@@H]([C@@H](CC1)O)C(=O)NC1=NC(=CC=C1)Br (2S,3R)-1-(2-(3-acetyl-5-(2-methylpyrimidin-5-yl)-1H-indazol-1-yl)acetyl)-N-(6-bromopyridin-2-yl)-3-hydroxypyrrolidine-2-carboxamide